methyl-bis(octadecyl)ammonium tetrakis(pentafluorophenyl)borate FC1=C(C(=C(C(=C1[B-](C1=C(C(=C(C(=C1F)F)F)F)F)(C1=C(C(=C(C(=C1F)F)F)F)F)C1=C(C(=C(C(=C1F)F)F)F)F)F)F)F)F.C[NH+](CCCCCCCCCCCCCCCCCC)CCCCCCCCCCCCCCCCCC